O=C1NC(CCC1C1=CC=C(CN2CCC(CC2)CN2CCC(CC2)NC2=C3C(N(C(C3=CC=C2)=O)[C@H](CS(=O)(=O)C)C2=CC(=C(C=C2)OC)OCC)=O)C=C1)=O 4-((1-((1-(4-(2,6-dioxopiperidin-3-yl)benzyl)piperidin-4-yl)-methyl)piperidin-4-yl)amino)-2-((S)-1-(3-ethoxy-4-methoxyphenyl)-2-(methylsulfonyl)ethyl)-isoindoline-1,3-dione